C(=O)[C@]1([C@@H]2CCC=3[C@@H]4CC[C@H]([C@@H](CCC=C(C)C)C)[C@]4(CCC3[C@]2(CC[C@@H]1O)C)C)C 4a-Formyl-4b-methyl-5a-cholesta-8,24-dien-3b-ol